mercaptocysteine SN[C@@H](CS)C(=O)O